ClC1=CC(=CN=N1)OCC=1N=C2N(C=C(C=C2S(=O)(=O)C)C2CC2)C1 2-(((6-chloropyridazin-4-yl)oxy)methyl)-6-cyclopropyl-8-(methylsulfonyl)imidazo[1,2-a]pyridine